O[C@@H]1CN(CCC1[C@@H]1N2C(C3=CC=CC=C13)=CN=C2)S(=O)(=O)NC (S)-3-hydroxy-4-((S)-5H-imidazo[5,1-a]isoindol-5-yl)-N-methylpiperidine-1-sulfonamide